8-({4-[1-cyclopropyl-4-(trifluoromethyl)imidazol-2-yl]phenyl}methyl)-2-(4-cyclopropyl-6-methoxypyrimidin-5-yl)-6-(1-methyl-1,2,4-triazol-3-yl)pyrido[2,3-d]pyrimidin-7-one C1(CC1)N1C(=NC(=C1)C(F)(F)F)C1=CC=C(C=C1)CN1C(C(=CC2=C1N=C(N=C2)C=2C(=NC=NC2OC)C2CC2)C2=NN(C=N2)C)=O